C(C1=CC=CC=C1)OC1=C(C=O)C=CC=C1OCC1=CC=CC=C1 2,3-bis(benzyloxy)benzaldehyde